(2S,3S,4R,5R)-N-(3-carbamoyl-4-fluoro-phenyl)-3-[2-(difluoromethoxy)-4-fluoro-phenyl]-4,5-dimethyl-5-(trifluoromethyl)tetrahydrofuran-2-carboxamide C(N)(=O)C=1C=C(C=CC1F)NC(=O)[C@H]1O[C@]([C@@H]([C@H]1C1=C(C=C(C=C1)F)OC(F)F)C)(C(F)(F)F)C